C1(=CC=CC=C1)NC(C)C 2-phenylamino-propane